3-(4-amino-3-methylphenyl)-1-cyclopropyl-1H-pyrazolo[3,4-d]pyrimidin-4-amine NC1=C(C=C(C=C1)C1=NN(C2=NC=NC(=C21)N)C2CC2)C